ClC1=NC(=C2N=CN(C2=N1)[C@H]1[C@H]([C@@H]([C@H](O1)COP(=O)(OC)CP(OC)(O)=O)O)F)N(C)C1CCCC1 methyl hydrogen (((((2R,3R,4S,5R)-5-(2-chloro-6-(cyclopentyl(methyl)amino)-9H-purin-9-yl)-4-fluoro-3-hydroxytetrahydrofuran-2-yl)methoxy)(methoxy)phosphoryl) methyl)phosphonate